FC(C=1C(NN=C(C1)CNC1CC(C1)C(=O)N1[C@H]2CN(CC1CC2)C2=NC=C(C=N2)C(F)(F)F)=O)(F)F 4-(trifluoromethyl)-6-((((1R,3R)-3-(3-(5-(trifluoromethyl)pyrimidin-2-yl)-3,8-diazabicyclo[3.2.1]octane-8-carbonyl)cyclobutyl)amino)methyl)pyridazin-3(2H)-one